FC=1C(=C(C=C(C1F)F)N)N 3,4,5-trifluoro-1,2-phenylenediamine